N(=[N+]=[N-])CC=1N=C(N(C1Cl)CC1=CC=C(C=C1)C=1C(=CC=CC1)C#N)CCCC 4'-((4-(azidomethyl)-2-butyl-5-chloro-1H-imidazol-1-yl)methyl)-[1,1'-biphenyl]-2-carbonitrile